C(C)(=O)OC=1C=CC=C2NC=C(CCNC)C12 4-acetoxy-N-methyltryptamine